2-((S)-4-((R)-2-(3-(Dimethylamino)azetidin-1-yl)-7-(7-fluoro-3,4-dihydroquinolin-1(2H)-yl)-5,6,7,8-tetrahydroquinazolin-4-yl)-1-(2-fluoroacryloyl)piperazin-2-yl)acetonitrile CN(C1CN(C1)C1=NC=2C[C@@H](CCC2C(=N1)N1C[C@@H](N(CC1)C(C(=C)F)=O)CC#N)N1CCCC2=CC=C(C=C12)F)C